N-methoxy-2-(2-methyl-4-(((5-(4-(trifluoromethyl)phenyl)-1,3,4-thiadiazol-2-yl)methyl)thio)phenoxy)acetamide CONC(COC1=C(C=C(C=C1)SCC=1SC(=NN1)C1=CC=C(C=C1)C(F)(F)F)C)=O